C(C)C1=NC(=NC=C1)N1CCCC1 (S)-1-(4-ethylpyrimidin-2-yl)pyrrolidine